N-(2-(hydroxymethyl)-2-methyl-6-((1-methyl-1H-pyrazol-4-yl)methoxy)-2,3-dihydrobenzofuran-5-yl)pyrazolo[1,5-a]pyrimidine-3-carboxamide OCC1(OC2=C(C1)C=C(C(=C2)OCC=2C=NN(C2)C)NC(=O)C=2C=NN1C2N=CC=C1)C